7-(allyloxy)-2-methylheptane-2-yl acrylate C(C=C)(=O)OC(C)(CCCCCOCC=C)C